C1(C2C(C(N1)=O)C1C=CC2O1)=O 3,6-Epoxy-1,2,3,6-tetrahydrophthalimid